F[C@H]1CN(CC[C@@H]1OC)C1=NC=CC(=N1)NC=1N=CC2=C(C=CC(=C2C1)C(C)C)N1[C@@H]([C@H](C1)CS(=O)(=O)C)C N-{2-[(3S,4S)-3-fluoro-4-methoxypiperidin-1-yl]pyrimidin-4-yl}-8-[(2R,3S)-3-(methanesulfonylmeth-yl)-2-methylazetidin-1-yl]-5-(propan-2-yl)isoquinolin-3-amine